[Cl-].CO[Si](CCC[N+](C)(C)CCCCCCCCCCCCCCCCCC)(OC)OC 3-(trimethoxysilyl)propyl-octadecyl-dimethyl-ammonium chloride